C1COC2C1C1C(CC2)CCCC1 2,4,5,5a,7,8,9,9b-octahydro-1H-benzo[e][1]benzofurane